tert-butyl 4-[4-(4-{5-chloro-2-fluoro-3-[(3-fluoroazetidin-1-ylsulfonyl)amino]phenyl}-3-(pyridin-4-yl)pyrazol-1-yl)-3-fluorophenyl]piperazine-1-carboxylate ClC=1C=C(C(=C(C1)C=1C(=NN(C1)C1=C(C=C(C=C1)N1CCN(CC1)C(=O)OC(C)(C)C)F)C1=CC=NC=C1)F)NS(=O)(=O)N1CC(C1)F